OCCN1C(C2(C=3C1=NC=C(C3)C3=CC=C(C=C3)S(=O)(=O)N3CCC(CC3)NC3=NC=C(C=C3)C(F)(F)F)CCOCC2)=O 1'-(2-hydroxyethyl)-5'-(4-((4-((5-(trifluoromethyl)pyridin-2-yl)amino)piperidin-1-yl)sulfonyl)phenyl)-2,3,5,6-tetrahydrospiro[pyran-4,3'-pyrrolo[2,3-b]pyridin]-2'(1'H)-one